tert-Butyl 2-(2-(2,5-dichloropyrimidin-4-yl)-4-oxo-6,7-dihydrothieno[3,2-c]pyridin-5(4H)-yl)acetate ClC1=NC=C(C(=N1)C1=CC=2C(N(CCC2S1)CC(=O)OC(C)(C)C)=O)Cl